3-(3-(3-(2,5-dioxo-2,5-dihydro-1H-pyrrol-1-yl)propanamido)phenoxy)-3,4,5-trihydroxytetrahydro-2H-pyran-2-carboxylic acid O=C1N(C(C=C1)=O)CCC(=O)NC=1C=C(OC2(C(OCC(C2O)O)C(=O)O)O)C=CC1